C1(=CC=CC2=CC=CC=C12)OCCOC(C=C)=O 2-(1-Naphthyloxy)ethylacrylat